4-(2-(2,4-difluorophenoxy-3-d)-5-(ethylsulfonylamino)phenyl)-2-(ethoxy-d5)-6-(methyl-d3)pyridine 1-oxide FC1=C(OC2=C(C=C(C=C2)NS(=O)(=O)CC)C2=CC(=[N+](C(=C2)C([2H])([2H])[2H])[O-])OC(C([2H])([2H])[2H])([2H])[2H])C=CC(=C1[2H])F